ClC1=CC(=C(C=C1C)O)C1=NC(=CC=C1)Cl 4-chloro-2-(6-chloropyridin-2-yl)-5-methylphenol